6-(4-((5,5-dimethyltetrahydrofuran-3-yl)amino)pyrido[3,4-d]pyridazin-1-yl)-2-fluoro-3-methylphenol CC1(CC(CO1)NC=1N=NC(=C2C1C=NC=C2)C2=CC=C(C(=C2O)F)C)C